C(N)(=O)C1=C(N(N=C1C=1C=NC(=CC1)C(C(NC1=CC(=NO1)C(C(F)(F)F)(C)C)=O)C)C(C)C)NC(OC(C)(C)C)=O tert-Butyl N-[4-carbamoyl-2-isopropyl-5-[6-[1-methyl-2-oxo-2-[[3-(2,2,2-trifluoro-1,1-dimethyl-ethyl)isoxazol-5-yl]amino]ethyl]-3-pyridyl]pyrazol-3-yl]carbamate